(Z)-5-decen-1-ol ((Z)-5-decen-1-ylacetate) C(CCC\C=C/CCCC)CC(=O)OCCCC\C=C/CCCC